FC1=C(C=C2N=CC=NC2=C1)C1=NC=CC(=N1)N 2-(7-fluoroquinoxalin-6-yl)pyrimidin-4-amine